ClC1=C(C=CC=C1NC(=O)C=1N(C2=C(CN(CC2)C)N1)C)C1=C(C(=CC=C1)NC(=O)C=1N(C2=C(CN(CC2)C)N1)C)C N,N'-(2-chloro-2'-methylbiphenyl-3,3'-diyl)bis(1,5-dimethyl-4,5,6,7-tetrahydro-1H-imidazo[4,5-c]pyridine-2-carboxamide)